C(C1=CC=CC=C1)N(C(=O)OCC1CC(CC(C1)Cl)C(=O)[O-])C 3-(((benzyl (methyl) carbamoyl) oxy) methyl)-5-chlorocyclohexane-1-carboxylate